5-(1,4-dioxo-8-azaspiro[4.5]decan-8-yl)thiophene-2-carbaldehyde O=C1CCC(C12CCN(CC2)C2=CC=C(S2)C=O)=O